(5-(4-fluoro-2-(1-isopropyl-3-(trifluoromethyl)-1H-pyrazol-5-yl)phenoxy)pyrimidin-4-yl)-2,6-diazaspiro[3.3]heptane FC1=CC(=C(OC=2C(=NC=NC2)C2NCC23CNC3)C=C1)C1=CC(=NN1C(C)C)C(F)(F)F